trimethyl-3-(2-methylallylamino)-1-propanaminium chloride [Cl-].CC(C([NH3+])(C)C)CNCC(=C)C